di-(2-Propylheptyl)phthalate C(CC)C(COC(C=1C(C(=O)OCC(CCCCC)CCC)=CC=CC1)=O)CCCCC